CC1=NC(=CC=C1N1N=NC(=C1)C(=O)NCC1=NOC(=C1)C=1SC=CN1)C 1-(2,6-dimethylpyridin-3-yl)-N-((5-(thiazol-2-yl)isoxazol-3-yl)methyl)-1H-1,2,3-triazole-4-carboxamide